dibromo-1,3-diphenyl-1-propanone BrC(C(=O)C1=CC=CC=C1)(CC1=CC=CC=C1)Br